P(=O)(O)(O)O[C@H]1[C@H]([C@@H](O[C@@H]1CO)N1C=NC=2C(N)=NC(=NC12)N)OC O-methyl-2-aminoadenosine-3'-phosphate